NC=1C=CC=C(C1C)C(=O)O 6-aminotoluic acid